C(C)(C)(C)OC(=O)N1[C@@H]([C@H](C1)C)C(=O)O (2S,3S)-1-tert-butoxycarbonyl-3-methyl-azetidine-2-carboxylic acid